FC(OC=1C=C(C(=NC1)NC=1C2=C(N=CN1)C=CC(=N2)N2[C@@H]1CN([C@H](C2)C1)C(=O)OC(C)(C)C)F)F tert-Butyl (1S,4S)-5-(4-((5-(difluoromethoxy)-3-fluoropyridin-2-yl)amino)pyrido[3,2-d]pyrimidin-6-yl)-2,5-diazabicyclo[2.2.1]heptane-2-carboxylate